tert-Butyl N-[(1R)-1-[[4-[1-(benzenesulfonyl)-2-methyl-pyrrolo[2,3-b]pyridin-4-yl]phenyl]carbamoyl]-2,2-dimethyl-propyl]carbamate C1(=CC=CC=C1)S(=O)(=O)N1C(=CC=2C1=NC=CC2C2=CC=C(C=C2)NC(=O)[C@@H](C(C)(C)C)NC(OC(C)(C)C)=O)C